1-(3-(4-cyanophenyl)-1,2,4-oxadiazol-5-yl)-N-(pyrrolidin-3-ylmethyl)piperidine-4-carboxamide hydrochloride Cl.C(#N)C1=CC=C(C=C1)C1=NOC(=N1)N1CCC(CC1)C(=O)NCC1CNCC1